2-(3-(7-(4-(2-hydroxyethyl)piperazin-1-yl)-2-methyl-3-phenylpyrazolo[1,5-a]pyrimidin-5-yl)phenethoxy)ethyl 2-(adamantan-1-yl)acetate C12(CC3CC(CC(C1)C3)C2)CC(=O)OCCOCCC2=CC(=CC=C2)C2=NC=3N(C(=C2)N2CCN(CC2)CCO)N=C(C3C3=CC=CC=C3)C